C(C)NC(C(=O)O)(C)C 2-(ETHYLAMINO)-2-METHYLPROPANOIC ACID